COC(CC(=O)NC1=C(C(=O)N)C=CC=C1)C=O 3-methoxy-4-oxobutanoylaminobenzamide